4-(1-(5-(2-chloro-4-(trifluoromethyl)phenyl)-2H-indazol-2-yl)-3-methylbutyl)benzamide bis(3,4-epoxycyclohexyl-methyl)pimelate Methyl-(2S)-5-(but-3-en-1-yl)pyrrolidine-2-carboxylate COC(=O)[C@H]1NC(CC1)CCC=C.C1(CC2C(CC1)O2)COC(CCCCCC(=O)OCC2CC1C(CC2)O1)=O.ClC1=C(C=CC(=C1)C(F)(F)F)C1=CC2=CN(N=C2C=C1)C(CC(C)C)C1=CC=C(C(=O)N)C=C1